C1CCC12NC(NC2=O)=O 5,7-diazaspiro[3.4]octane-6,8-dione